amino(methyl)aniline NN(C1=CC=CC=C1)C